3-(1-thioxo-4-((4-(2-(trifluoromethyl)phenyl)piperidin-1-yl)methyl)isoindolin-2-yl)piperidine-2,6-dione S=C1N(CC2=C(C=CC=C12)CN1CCC(CC1)C1=C(C=CC=C1)C(F)(F)F)C1C(NC(CC1)=O)=O